ClC1=CC2=C(S1)[C@@]1(C[C@@H](N(CC1)CC=1C=NN(C1)CCS(=O)(=O)C)C)OCC2C#N (2'S,7R)-2-chloro-2'-methyl-1'-[[1-(2-methylsulfonylethyl)pyrazol-4-yl]methyl]spiro[4,5-dihydrothieno[2,3-c]pyran-7,4'-piperidine]-4-carbonitrile